tert-butyl (3S,5S)-3-fluoro-5-[[4-[4-[2-methoxy-4-(2,2,2-trifluoroethylsulfonylamino)phenoxy]-2-methyl-thiazol-5-yl]pyrimidin-2-yl]amino]piperidine-1-carboxylate F[C@@H]1CN(C[C@H](C1)NC1=NC=CC(=N1)C1=C(N=C(S1)C)OC1=C(C=C(C=C1)NS(=O)(=O)CC(F)(F)F)OC)C(=O)OC(C)(C)C